N(C(=O)N)N ureidoamine